3-Bromo-5,6-dihydropyridin-2(1H)-one BrC=1C(NCCC1)=O